2-(4-cyclopropyl-2,6-dimethylphenyl)-6-(2-methylpyrimidin-4-yl)-2,5-dihydro-4H-pyrazolo[3,4-d]pyrimidin-4-one C1(CC1)C1=CC(=C(C(=C1)C)N1N=C2N=C(NC(C2=C1)=O)C1=NC(=NC=C1)C)C